FC=1C=CC=C2C[C@@H]([C@@H](C12)NC([O-])=O)NC([O-])=O (1R,2S)-7-Fluoro-2,3-dihydro-1H-inden-1,2-diyl-dicarbamat